4,6,8-trimethyl-1,3-azulenedisulfonic acid CC=1C2=C(C=C(C2=C(C=C(C1)C)C)S(=O)(=O)O)S(=O)(=O)O